4-(1H-indol-1-yl)-N-(2-methoxy-4-morpholinophenyl)-7H-pyrrolo[2,3-d]pyrimidin-2-amine N1(C=CC2=CC=CC=C12)C=1C2=C(N=C(N1)NC1=C(C=C(C=C1)N1CCOCC1)OC)NC=C2